thiol-propionic acid S1C(=CC=C1)CCC(=O)O